N-[(5-Chlorothiophen-2-yl)methyl]-1-(2-methoxybenzoyl)-3-(3-methylpiperidin-3-yl)-1H-pyrazol-5-amin ClC1=CC=C(S1)CNC1=CC(=NN1C(C1=C(C=CC=C1)OC)=O)C1(CNCCC1)C